C(C)(=O)NC1=NC=C(C(=C1)NC(OC(C)(C)C)=O)C=1N=NC(=CC1)OC tert-butyl (2-acetamido-5-(6-methoxypyridazin-3-yl)pyridin-4-yl)carbamate